CC12C(OC(C2(C2CCC1O2)C)=O)=O hexahydro-3a,7a-dimethyl-4,7-epoxyisobenzofuran-1,3-dione